6-bromo-7-fluoro-1-methyl-1H-indazole BrC1=CC=C2C=NN(C2=C1F)C